4-(difluoromethyl)-4-methoxycyclohexane-1-amine FC(C1(CCC(CC1)N)OC)F